C1=CC=CC=2C3=CC=CC=C3N(C12)CCOC1=CC=C(C=C1)C[C@@H](C(=O)O)OCC (s)-3-(4-(2-carbazol-9-yl-ethoxy)-phenyl)-2-ethoxy-propionic acid